C1(CC1)N(/C=C/C=C(/C=C1C(OC(OC1=O)(C)C)=O)\O)CCC(C(=C)C)=O 5-((2Z,4E)-5-(cyclopropyl(4-methyl-3-oxopent-4-en-1-yl)amino)-2-hydroxypenta-2,4-dien-1-ylidene)-2,2-dimethyl-1,3-dioxane-4,6-dione